(6-methyl-3-(2H-1,2,3-triazol-2-yl)pyridin-2-yl)methanone CC1=CC=C(C(=N1)C=O)N1N=CC=N1